C(C)(=O)C1=CC(=C(C=C1)NS(=O)(=O)C1=CNC(=C1)C1=NC=CC=C1)F N-(4-acetyl-2-fluoro-phenyl)-5-(2-pyridyl)-1H-pyrrole-3-sulfonamide